C1(=CC(=CC=C1)C1=NN(C=C1NC1=CC=C(C=C1)S(N)(=O)=O)C=1SC=C(N1)C(=O)OCC)C1=CC=CC=C1 ethyl 2-(3-([1,1'-biphenyl]-3-yl)-4-((4-sulfamoylphenyl)amino)-1H-pyrazol-1-yl)thiazole-4-carboxylate